1-(3-fluorobenzyl)-1H-indole-3-Formaldehyde FC=1C=C(CN2C=C(C3=CC=CC=C23)C=O)C=CC1